S(=O)(=O)(O)C(C(C(=O)O)(C)C)CC(=O)O sulfo-2,2-dimethylglutaric acid